ClC=1CN(C(=CC1OCC1=NC=C(C=C1F)F)C)C1=CC(=NC=C1C)C1=NC(=NC=C1)C(C)(C)O (P)-3-chloro-4-((3,5-difluoropyridin-2-yl)methoxy)-2'-(2-(2-hydroxy-propan-2-yl)pyrimidin-4-yl)-5',6-dimethyl-2H-[1,4'-bipyridine]